ClC1=C(C=C(C=C1)F)C1C=2N(CC(N1)=O)C(=NC2NC(=O)N2C=CC1=CC(=CC=C21)F)C(=O)NC 8-(2-chloro-5-fluorophenyl)-1-(5-fluoro-1H-indole-1-carboxamido)-N-methyl-6-oxo-5,6,7,8-tetrahydroimidazo[1,5-a]pyrazine-3-carboxamide